p-sulfophenyl-methoxy-silane S(=O)(=O)(O)C1=CC=C(C=C1)[SiH2]OC